(R)-6-(bicyclo[1.1.1]pentan-1-yl)-2-methyl-4-((1-(2-methyl-3-(trifluoromethyl)phenyl)ethyl)amino)-2,6-dihydropyrido[3,4-d]pyridazine-1,7-dione C12(CC(C1)C2)N2C=C1C(=NN(C(C1=CC2=O)=O)C)N[C@H](C)C2=C(C(=CC=C2)C(F)(F)F)C